3-[5-(4-cyano-3-fluorophenyl)-[1,2,4]triazolo[1,5-a]pyridin-7-yl]-1-phenylurea C(#N)C1=C(C=C(C=C1)C1=CC(=CC=2N1N=CN2)NC(NC2=CC=CC=C2)=O)F